S(=O)(=O)([O-])[O-].C(CCCCCCCCCCC)[NH3+].C(CCCCCCCCCCC)[NH3+] dodecyl-ammonium sulfate salt